(R,E)-N-(4-((5-(furan-2-yl)-2-methoxyphenyl)amino)-7-methoxyquinazolin-6-yl)-3-(1-methylpyrrolidin-2-yl)acrylamide O1C(=CC=C1)C=1C=CC(=C(C1)NC1=NC=NC2=CC(=C(C=C12)NC(\C=C\[C@@H]1N(CCC1)C)=O)OC)OC